Cl.C1NCCC2=CC=C(C=C12)C1=C2CCC(NC2=NC=C1)=O 5-(1,2,3,4-tetrahydroisoquinolin-7-yl)-3,4-dihydro-1,8-naphthyridin-2(1H)-one hydrochloride